N-[[4-(2-oxopyrrolidin-1-yl)phenyl]methyl]carbamic acid tert-butyl ester C(C)(C)(C)OC(NCC1=CC=C(C=C1)N1C(CCC1)=O)=O